ClC1(CC1)C(CC1=C(C=CC=C1)Cl)(CN1NCNC1=S)O 2-(1-chloro-cyclopropan-1-yl)-1-(2-chlorophenyl)-2-hydroxy-3-(1,2,4-triazolan-5-thione-1-yl)-propane